CN(C)CCNC[SiH2]OCC N-dimethylaminoethyl-aminomethyl-ethoxysilane